[Br-].C(C1=CC=CC=C1)[N+]1(CCCC1)CCNC(CC[C@@H](C)[C@H]1CC[C@H]2[C@@H]3CCC4CCCC[C@]4(C)[C@H]3CC[C@]12C)=O N-[2-(1-benzylpyrrolidin-1-ium-1-yl)ethyl]cholanamide bromide